C(C)(=O)N1[C@H](CCC1)C(=O)N(C)[C@H](C(F)(F)F)C1=NC=C(C=C1)N[C@@H]1C(C2=CC=CC=C2C1)(C)C (R)-1-Acetyl-N-((S)-1-(5-(((S)-1,1-dimethyl-2,3-dihydro-1H-inden-2-yl)amino)pyridin-2-yl)-2,2,2-trifluoroethyl)-N-methylpyrrolidine-2-carboxamide